(R)-4-chloro-5-(3-(3-(1,3,5-trimethyl-1H-pyrazol-4-yl)phenoxy)pyrrolidin-1-yl)pyridazin-3(2H)-one ClC=1C(NN=CC1N1C[C@@H](CC1)OC1=CC(=CC=C1)C=1C(=NN(C1C)C)C)=O